(3-cyano-6-methyl-4-(trifluoromethyl)pyridin-2-yl)-N-(4-fluorophenyl)pyrrolidine-2-carboxamide C(#N)C=1C(=NC(=CC1C(F)(F)F)C)N1C(CCC1)C(=O)NC1=CC=C(C=C1)F